C(C1=CC=CC=C1)N1N=C(C=C1)C1=CN(C=2N=C(N=CC21)Cl)[C@H]2[C@@H]([C@@H]([C@H](C2)CN(C)CCCNCCC2=CC=C(C=C2)F)O)O (1R,2S,3R,5R)-3-[5-(1-benzylpyrazol-3-yl)-2-chloropyrrolo[2,3-d]pyrimidin-7-yl]-5-{[(3-{[2-(4-fluorophenyl)ethyl]amino}propyl)(methyl)amino]methyl}cyclopentane-1,2-diol